N1CCC2=C(C=CC=C12)SC=1N=CC(=NC1)N1CCC2(C[C@@H](OC2)C)CC1 (3S,4S)-8-(5-(indolin-4-ylthio)pyrazin-2-yl)-3-methyl-2-oxa-8-azaspiro[4.5]decan